3,5-bis((6-propionamidopyridin-2-yl)carbamoyl)benzoic acid C(CC)(=O)NC1=CC=CC(=N1)NC(=O)C=1C=C(C(=O)O)C=C(C1)C(NC1=NC(=CC=C1)NC(CC)=O)=O